2-(((2-(trifluoromethyl)pyridin-4-yl)oxy)methyl)-7-azaspiro[3.5]nonane hydrochloride Cl.FC(C1=NC=CC(=C1)OCC1CC2(C1)CCNCC2)(F)F